NN1C(=NC(=C1C(=O)N)C1=CC=C(C=C1)C(NC1=NC=C(C=C1)C)=O)[C@H]1N(CCC1)C(\C=C\C)=O (S,E)-1-amino-2-(1-(but-2-enoyl)pyrrolidin-2-yl)-4-(4-((5-methyl-pyridin-2-yl)carbamoyl)phenyl)-1H-imidazole-5-carboxamide